N-{4-[2-(2-chloro-4-fluorophenyl)acetylamino]pyridin-2-yl}-N-(3-cyano-5-methylphenyl)acetamide ClC1=C(C=CC(=C1)F)CC(=O)NC1=CC(=NC=C1)N(C(C)=O)C1=CC(=CC(=C1)C)C#N